ClCCN1CCN(CC1)C(C)=O 1-(4-(2-Chloroethyl)piperazin-1-yl)ethanone